2-(4-bromo-2-chloro-6-fluorophenyl)ethanol BrC1=CC(=C(C(=C1)F)CCO)Cl